N1-[2-(dimethylamino)ethyl]-N1-methyl-2-nitro-5-(propane-2-oxy)-N4-(4-(3,3,5,6-tetramethyl-2,3-dihydro-1H-pyrrolo[3,2-b]pyridin-1-yl)-1,3,5-triazin-2-yl)benzene-1,4-diamine CN(CCN(C1=C(C=C(C(=C1)OC(C)C)NC1=NC=NC(=N1)N1CC(C2=NC(=C(C=C21)C)C)(C)C)[N+](=O)[O-])C)C